ClC=1C=C(OCC(=O)NC)C=CC1C=1N(C2=NC=NC(=C2N1)OC1(CC1)C)CCC1=CC=CC=C1 2-(3-chloro-4-(6-(1-methylcyclopropoxy)-9-phenethyl-9H-purin-8-yl)phenoxy)-N-methylacetamide